tert-butyl ((3s,6S,10aS)-3-((6s,7R)-7-cyano-6-(3-cyanophenyl)-4-azaspiro[2.4]heptane-4-carbonyl)-5-oxodecahydropyrrolo[1,2-a]azocin-6-yl)carbamate C(#N)[C@@H]1[C@H](CN(C12CC2)C(=O)[C@@H]2CC[C@H]1N2C([C@H](CCCC1)NC(OC(C)(C)C)=O)=O)C1=CC(=CC=C1)C#N